Amino-5-((2-(6-ethylpyridin-2-yl)ethyl)amino)-2,3-dimethylpyrazole NC1=C(N(N=C1NCCC1=NC(=CC=C1)CC)C)C